(+/-)-N-{4-[(3-{3-cyano-4-[(propan-2-yl)oxy]phenyl}-1-{[2-(trimethylsilyl)ethoxy]methyl}-1H-pyrrolo[2,3-b]pyridin-4-yl)oxy]-3-(trifluoromethyl)phenyl}-N'-[1-(oxetan-3-yl)ethyl]urea C(#N)C=1C=C(C=CC1OC(C)C)C1=CN(C2=NC=CC(=C21)OC2=C(C=C(C=C2)NC(=O)N[C@H](C)C2COC2)C(F)(F)F)COCC[Si](C)(C)C |r|